(+/-)-trans-3-[(E)-3-Cyanostyryl]-4-(4-methoxyphenyl)piperidine-1-carboxylic acid tert-butyl ester C(C)(C)(C)OC(=O)N1C[C@H]([C@@H](CC1)C1=CC=C(C=C1)OC)\C=C\C1=CC(=CC=C1)C#N |r|